N1(CCC1)C[C@@H](C(=O)OC)NC(=O)OC(C)(C)C Methyl (S)-3-(azetidin-1-yl)-2-((tert-butoxycarbonyl)amino)propanoate